C(C)OP(=O)(OCC)CC(C(=O)OCC)=NO ethyl 3-(diethoxyphosphoryl)-2-(hydroxyimino)-propionate